N-(5-bromobenzo[d]thiazol-2-yl)-2-chloroacetamide BrC=1C=CC2=C(N=C(S2)NC(CCl)=O)C1